6-(3,5-difluoroanilino)-3-methoxy-N-(4-oxaspiro[2.4]heptan-6-yl)pyridine-2-carboxamide FC=1C=C(NC2=CC=C(C(=N2)C(=O)NC2COC3(CC3)C2)OC)C=C(C1)F